2-(3-bromophenyl)-[1,2,4]triazolo[1,5-a]pyridine BrC=1C=C(C=CC1)C1=NN2C(C=CC=C2)=N1